CS(=O)(=O)OCC1=C(C(=NC=C1)NC1C(NC(CC1)=O)=O)F (2-((2,6-dioxopiperidin-3-yl)amino)-3-fluoropyridin-4-yl)methyl methanesulfonate